tert-butyl (S)-(2-((4-(benzylthio)phenyl)amino)-1-cyclopropyl-2-oxoethyl)carbamate C(C1=CC=CC=C1)SC1=CC=C(C=C1)NC([C@H](C1CC1)NC(OC(C)(C)C)=O)=O